1-cyclopropyl-6-fluoro-7-piperazin-1-yl-3-(4-methoxycinnamoyl)-quinolin-4(1H)-one C1(CC1)N1C=C(C(C2=CC(=C(C=C12)N1CCNCC1)F)=O)C(C=CC1=CC=C(C=C1)OC)=O